2-[4-(2-methoxyethoxy)phenyl]acetic acid COCCOC1=CC=C(C=C1)CC(=O)O